2-(6-(4-fluoro-1H-pyrazol-1-yl)pyridin-3-yl)propionamide hydrochloride Cl.FC=1C=NN(C1)C1=CC=C(C=N1)C(C(=O)N)C